C(C)(=O)N[C@@H](CC(=O)O)C(=O)NCN1C(N(C=CC1=O)C1=C(C=CC(=C1)I)OC)=O (S)-3-acetamido-4-(((3-(5-iodo-2-methoxyphenyl)-2,6-dioxo-3,6-Dihydropyrimidin-1(2H)-yl)methyl)amino)-4-oxobutanoic acid